N-((2R,3S,4R,5R,6R)-4,5-bis(benzyloxy)-6-((benzyloxy)methyl)-2-(10-(1,3-dioxoisoindolin-2-yl)dec-1-yn-1-yl)tetrahydro-2H-pyran-3-yl)acetamide C(C1=CC=CC=C1)O[C@@H]1[C@H]([C@H](O[C@@H]([C@@H]1OCC1=CC=CC=C1)COCC1=CC=CC=C1)C#CCCCCCCCCN1C(C2=CC=CC=C2C1=O)=O)NC(C)=O